C(C)(C)(C)OC(CCOCCOCCOCCOCCOCCOCCOCCOCCOCCOCCOCCOCCN=[N+]=[N-])=O.CC1=C(C(=O)NC2=CN(C(C=C2)=O)C2=CC=CC=C2)C=C(C=C1)C 2,5-dimethyl-N-(6-oxo-1-phenyl-1,6-dihydropyridin-3-yl)benzamide tert-butyl-1-azido-3,6,9,12,15,18,21,24,27,30,33,36-dodecaoxanonatriacontan-39-oate